OC(COC(CCCCCCCCCCCCCCC)=O)CO palmitic acid 2,3-dihydroxypropan-1-yl ester